C1(CCCC1)C1=C(C=CC(=C1)C(=C)C)C(=C)C 2-cyclopentyl-1,4-diisopropenylbenzene